C(C)OC(C1=CN=C(C(=C1)[N+](=O)[O-])\C=C\C(=O)OCC)=O (E)-6-(3-ethoxy-3-oxoprop-1-en-1-yl)-5-nitronicotinic acid ethyl ester